racemic-7,8-dichloro-5-(2-hydroxy-2-methylpropyl)-10-(2-methyl-2H-1,2,3-triazol-4-yl)-3,4,5,6-tetrahydroazepino[4,5-b]indol-2(1H)-one ClC1=C(C=C(C=2C3=C(NC12)[C@@H](CNC(C3)=O)CC(C)(C)O)C3=NN(N=C3)C)Cl |r|